BrC1=C(C(=O)NC2=NC=NS2)C=CC=C1 2-bromo-N-1,2,4-thiadiazol-5-yl-benzamide